FC=1C=C(OC2C[C@@H]3[C@@H](CNC3)C2)C=CC1F (3aR,5s,6aS)-5-(3,4-difluorophenoxy)octahydrocyclopenta[c]pyrrole